3,3'-dimethoxybenzil COC=1C=C(C=CC1)C(=O)C(=O)C1=CC(=CC=C1)OC